2-hydrazino-4,6-bis-diethylamino-s-triazine N(N)C1=NC(=NC(=N1)N(CC)CC)N(CC)CC